3-benzenesulfonic acid sodium salt [Na+].C1=CC(=CC=C1)S(=O)(=O)[O-]